1-[2-fluoro-4-(trifluoromethyl)phenyl]-4-{2'-methoxy-[2,3'-bipyridin]-5-yl}-N-[2-(methylamino)ethyl]piperidine-4-carboxamide FC1=C(C=CC(=C1)C(F)(F)F)N1CCC(CC1)(C(=O)NCCNC)C=1C=CC(=NC1)C=1C(=NC=CC1)OC